5-bromo-3-methyl-1H-indazol-6-yl sulfurofluoridate S(OC1=C(C=C2C(=NNC2=C1)C)Br)(=O)(=O)F